N-(5-bromopyridin-3-yl)-8-chloro-N-(2,2,2-trifluoroethyl)-[1,2,4]triazolo[4,3-a]quinazolin-5-amine BrC=1C=C(C=NC1)N(C1=NC=2N(C3=CC(=CC=C13)Cl)C=NN2)CC(F)(F)F